bis(2-hexyldecyl) 6,6'-(butane-1,4-diylbis((3-aminopropyl)azanediyl))dihexanoate C(CCCN(CCCN)CCCCCC(=O)OCC(CCCCCCCC)CCCCCC)N(CCCN)CCCCCC(=O)OCC(CCCCCCCC)CCCCCC